(2R,3R,4R,5R)-2-(2-Amino-6-(hydroxyamino)-9H-purin-9-yl)-5-((isobutyryloxy)methyl)tetrahydrofuran-3,4-diyl bis(2-methylpropanoate) CC(C(=O)O[C@H]1[C@@H](O[C@@H]([C@H]1OC(C(C)C)=O)COC(C(C)C)=O)N1C2=NC(=NC(=C2N=C1)NO)N)C